N[C@]1(CN(CC1)C1=C(CN2C3=NC=NC(=C3N=C2)N)C(=CC(=C1)Cl)Br)COC (R)-9-(2-(3-Amino-3-(methoxymethyl)pyrrolidin-1-yl)-6-bromo-4-chlorobenzyl)-9H-purin-6-amin